2-((2S)-1-methylpyrrolidine-2-yl)acetic acid CN1[C@@H](CCC1)CC(=O)O